OCCCN(CCO)CCO hydroxypropyl-bishydroxyethyl-amine